5-((3-(2-bromo-4-fluorophenyl)-1,2-thiazol-4-yl)methyl)-1-methyl-1H-pyrazole-3-carbonitrile BrC1=C(C=CC(=C1)F)C1=NSC=C1CC1=CC(=NN1C)C#N